4-(difluoromethoxy)-N-[(1S,2S,4S)-2-hydroxy-4-(trifluoromethoxy)cyclopentyl]benzamide FC(OC1=CC=C(C(=O)N[C@@H]2[C@H](C[C@H](C2)OC(F)(F)F)O)C=C1)F